C=1C=CCN2CCCCC12 6,7,8,9-tetrahydro-4H-quinolizine